2-(azetidin-1-yl)acetamide N1(CCC1)CC(=O)N